4,4-bis(((Z)-non-3-en-1-yl)oxy)butyronitrile C(C\C=C/CCCCC)OC(CCC#N)OCC\C=C/CCCCC